3-(2-methyl-5-((3-methyl-4-((3-morpholinoazetidin-1-yl)methyl)benzyl)amino)-4-oxoquinazolin-3(4H)-yl)piperidine-2,6-dione CC1=NC2=CC=CC(=C2C(N1C1C(NC(CC1)=O)=O)=O)NCC1=CC(=C(C=C1)CN1CC(C1)N1CCOCC1)C